hydroxy-1'H,3'H-spiro[piperidine-4,2'-pyrido[2,1-f]pyrrolo[2,1-c][1,2,4]-triazine]-8',10'-dione OC1C2(CC3=NN4C(C(N31)=O)=CC(C=C4)=O)CCNCC2